2-CHLORO-3,5-DIFLUOROPHENYLBORONIC ACID ClC1=C(C=C(C=C1F)F)B(O)O